8-((6-methylpyridin-3-yl)methyl)-3-(pyridin-2-yl)-3-(2-(thiophen-2-yl)ethyl)-8-azabicyclo[3.2.1]octane CC1=CC=C(C=N1)CN1C2CC(CC1CC2)(CCC=2SC=CC2)C2=NC=CC=C2